2-fluoro-N-(methyl-d3)benzamide FC1=C(C(=O)NC([2H])([2H])[2H])C=CC=C1